5-[7-(azetidin-3-yloxy)-1-fluoro-3-hydroxy-2-naphthyl]-1,1-dioxo-1,2,5-thiadiazolidin-3-one N1CC(C1)OC1=CC=C2C=C(C(=C(C2=C1)F)N1CC(NS1(=O)=O)=O)O